N-[3-(5-chloro-3-{2',3'-dihydrospiro[1,3-dithiolane-2,1'-inden]-5'-yl}imidazo[4,5-b]pyridin-2-yl)pyridin-2-yl]-2,2-dimethylpropanamide ClC1=CC=C2C(=N1)N(C(=N2)C=2C(=NC=CC2)NC(C(C)(C)C)=O)C=2C=C1CCC3(C1=CC2)SCCS3